C(C)(C)N(CCC(C(=O)O)NC(=O)C=1C=2C=NN(C2C=CC1)C)CCCCC1=NC=2NCCCC2C=C1 4-[isopropyl-[4-(5,6,7,8-tetrahydro-1,8-naphthyridin-2-yl)butyl]amino]-2-[(1-methylindazole-4-carbonyl)amino]butanoic acid